C(#N)C=1C(=C2C(=NC1)N(C=C2)S(=O)(=O)C2=CC=CC=C2)NC2CN(CC2CC)C(=O)NCC(C(F)(F)F)(F)F 3-((5-cyano-1-(benzenesulfonyl)-1H-pyrrolo[2,3-b]pyridin-4-yl)amino)-4-ethyl-N-(2,2,3,3,3-pentafluoropropyl)-pyrrolidin-1-carboxamide